N-(5-methylthiazol-2-yl)-2-(4-(thiophen-2-yl)phenyl)acetamide tetrasodium N,N-bis(carboxylatomethyl)-L-glutamate C(=O)([O-])CN([C@@H](CCC(=O)[O-])C(=O)[O-])CC(=O)[O-].[Na+].[Na+].[Na+].[Na+].CC1=CN=C(S1)NC(CC1=CC=C(C=C1)C=1SC=CC1)=O